5-Bromo-6-(1-(3-chloropyridin-2-yl)-3-methoxy-1H-pyrazol-5-carboxamido)-N-(2,2,2-trifluoroethyl)pyrazolo[1,5-a]pyridin-7-carboxamid BrC1=CC=2N(C(=C1NC(=O)C1=CC(=NN1C1=NC=CC=C1Cl)OC)C(=O)NCC(F)(F)F)N=CC2